2-methyl-6-(piperidin-4-yl)pyrido[2,3-d]pyrimidin-7(8H)-one CC=1N=CC2=C(N1)NC(C(=C2)C2CCNCC2)=O